C(#N)C1=C(C=CC=C1)C(C(C)C=1N(C(C(=C(N1)C(=O)NC=1C=NOC1)OC)=O)C)C1=C(C=C(C=C1)F)F 2-(1-(2-cyanophenyl)-1-(2,4-difluorophenyl)propan-2-yl)-N-(isoxazol-4-yl)-5-methoxy-1-methyl-6-oxo-1,6-dihydropyrimidine-4-carboxamide